trans-3-chloro-N-((4-(2-(4-chloro-3-fluorophenoxy)acetamido)cyclohexyl)methyl)benzamide ClC=1C=C(C(=O)NC[C@@H]2CC[C@H](CC2)NC(COC2=CC(=C(C=C2)Cl)F)=O)C=CC1